ClC1=C(C=2N=C(N=C(C2C=N1)N1CC2(CC(N2)=O)CCC1)OCC12CCCN2CCC1)F 6-(7-chloro-8-fluoro-2-((hexahydro-1H-pyrrolizin-7a-yl)methoxy)pyrido[4,3-d]pyrimidin-4-yl)-1,6-diazaspiro[3.5]nonan-2-one